BrC1=C2C(=NC=C1)N(C(=C2)C)C 4-Bromo-1,2-dimethyl-1H-pyrrolo[2,3-b]pyridine